calcium 2,6-pyridinedicarboxylate Tert-Butyl-(14-((4-amino-2-methylphenyl)sulfonamido)-3,6,9,12-tetraoxatetradecyl)carbamate C(C)(C)(C)N(C([O-])=O)CCOCCOCCOCCOCCNS(=O)(=O)C1=C(C=C(C=C1)N)C.N1=C(C=CC=C1C(=O)O)C(=O)[O-].[Ca+2]